(decyl)(methyl)silane C(CCCCCCCCC)[SiH2]C